N-(4-{3-Fluoro-4-[3-(2-fluoro-5-oxetan-3-yl-phenyl)-ureido]-phenoxy}-pyridin-2-yl)-acetamide FC=1C=C(OC2=CC(=NC=C2)NC(C)=O)C=CC1NC(=O)NC1=C(C=CC(=C1)C1COC1)F